3-butyl-7-(dimethylamino)-3-ethyl-8-hydroxy-5-phenyl-2,3,4,5-tetrahydro-1,5-benzothiazepine 1,1-dioxide C(CCC)C1(CS(C2=C(N(C1)C1=CC=CC=C1)C=C(C(=C2)O)N(C)C)(=O)=O)CC